O1C2=C(CC1)C=CC=C2 dihydrobenzo[b]furan